CC1=NN(C(=C1)C(F)(F)F)CC1CC2(CN(C2)C(=O)OC(C)(C)C)C1 tert-butyl 6-[[3-methyl-5-(trifluoromethyl) pyrazol-1-yl] methyl]-2-azaspiro[3.3]heptane-2-carboxylate